OC1=CC=C(C=C1)C(\C=C\C1=CC(=C(C=C1)OCC=1OC(=NN1)OCC1=CC=CC=C1)OC)=O (E)-1-(4-Hydroxyphenyl)-3-[3-methoxy-4-[(5-phenylmethoxy-1,3,4-oxadiazol-2-yl)methoxy]phenyl]prop-2-en-1-one